tert-Butyl 5-[4-(4-bromo-1H-pyrazol-1-yl)butoxy]-3,4-dihydroisoquinoline-2(1H)-carboxylate BrC=1C=NN(C1)CCCCOC1=C2CCN(CC2=CC=C1)C(=O)OC(C)(C)C